(4-(6-fluoro-3,4-dihydroisoquinolin-2(1H)-yl)-2,6-dimethylphenyl)-3-methylisothiazol-5-amine FC=1C=C2CCN(CC2=CC1)C1=CC(=C(C(=C1)C)C=1C(=NSC1N)C)C